CC1=C(N=NC(=C1)N[C@H]1CN(CCC1)C)C1=C(C=C(C=C1)C(F)(F)F)NS(=O)(=O)C (R)-N-(2-(4-Methyl-6-((1-methylpiperidin-3-yl)amino)pyridazin-3-yl)-5-(trifluoromethyl)phenyl)methanesulfonamide